1-(5-chloro-2-(4-methyl-1,4-diazepan-1-yl)pyrimidin-4-yl)-N-(2-(imidazo[1,2-a]pyridin-3-yl)propan-2-yl)-N-methylazetidine-3-carboxamide ClC=1C(=NC(=NC1)N1CCN(CCC1)C)N1CC(C1)C(=O)N(C)C(C)(C)C1=CN=C2N1C=CC=C2